1-{1,4-Dioxospiro[4.5]dec-8-yl}-3-(2-ethoxyethoxy)-1H-pyrazole-4-carboxylic acid ethyl ester C(C)OC(=O)C=1C(=NN(C1)C1CCC2(C(CCC2=O)=O)CC1)OCCOCC